tert-Butyl 2-chloro-6-[3-[3,3-dideuterio-3-[1-(trifluoromethyl)cyclopropyl]propoxy]pyrazol-1-yl]pyridine-3-carboxylate ClC1=NC(=CC=C1C(=O)OC(C)(C)C)N1N=C(C=C1)OCCC(C1(CC1)C(F)(F)F)([2H])[2H]